tert-butyl 3-(2-((S)-1-(4-fluorophenyl)-3,4-dihydroisoquinolin-2(1H)-yl)-4,5-dihydrooxazol-5-yl)pyrrolidine-1-carboxylate FC1=CC=C(C=C1)[C@@H]1N(CCC2=CC=CC=C12)C=1OC(CN1)C1CN(CC1)C(=O)OC(C)(C)C